N1(CCC1)C(CN1C(N(C2=NC=C(C=C21)C=2SC(=CC2)CC)C)=O)=O 1-[2-(azetidin-1-yl)-2-oxo-ethyl]-6-(5-ethyl-2-thienyl)-3-methyl-imidazo[4,5-b]pyridin-2-one